4-chloro-1-(5-(3-chloro-5-(trifluoromethyl)benzyl)octahydro-pyrrolo[3,4-c]pyrrole-2-carbonyl)-1H-pyrazole-3-carboxylic acid ClC=1C(=NN(C1)C(=O)N1CC2CN(CC2C1)CC1=CC(=CC(=C1)C(F)(F)F)Cl)C(=O)O